N1=CN=C(C=C1C(=O)[O-])C(=O)[O-] 4,6-pyrimidinedicarboxylate